C(C(COC(=O)CO)OC(=O)CO)OC(=O)CO glyceryl triglycolate